N[C@@]1([C@@H](O[C@@H]([C@H]1O)CO)N1C(=O)N=C(N)C=C1)O 2'-aminocytidine